tert-butyl 7-((1-((benzyloxy) carbonyl) piperidin-4-yl) methyl)-3-oxa-7,9-diazabicyclo[3.3.1]nonane-9-carboxylate C(C1=CC=CC=C1)OC(=O)N1CCC(CC1)CN1CC2COCC(C1)N2C(=O)OC(C)(C)C